tert-Butyl (NE)-N-[(4S)-1-{(1R*,3R*)-3-[tert-butyl(dimethyl)silyl]oxy-4,4-difluoro-cyclohexyl}-4-(2-chloro-3-iodophenyl)-4-methyl-6-oxohexahydropyrimidin-2-ylidene]-carbamate [Si](C)(C)(C(C)(C)C)O[C@@H]1C[C@@H](CCC1(F)F)N1\C(\N[C@](CC1=O)(C)C1=C(C(=CC=C1)I)Cl)=N\C(OC(C)(C)C)=O |o1:8,10|